(6-(trans-4-(3,4-dihydroisoquinolin-2(1H)-yl)-3-hydroxypiperidin-1-yl)pyrimidin-4-yl) ketone C1N(CCC2=CC=CC=C12)[C@H]1[C@@H](CN(CC1)C1=CC(=NC=N1)C(=O)C1=NC=NC(=C1)N1C[C@H]([C@@H](CC1)N1CC2=CC=CC=C2CC1)O)O